CN1N=CC(=C1)C1=NC(=CC2=C1C(NC2)=O)N[C@H]2[C@H](CCCC2)NC(OC(C)(C)C)=O tert-Butyl (1S,2R)-2-(4-(1-methyl-1H-pyrazol-4-yl)-3-oxo-2,3-dihydro-1H-pyrrolo[3,4-c]pyridin-6-ylamino)cyclohexylcarbamate